C(C1=CC=CC=C1)N1CC2=C([C@H](C1)C)C(=NO2)C(=O)O (R)-6-benzyl-4-methyl-4,5,6,7-tetrahydroisoxazolo[5,4-c]pyridine-3-carboxylic acid